FC1(CCN(CC1)C1=CC=CC(=N1)NC(C1=C(C=C(C=C1)[N+](=O)[O-])N1CC[Si](CC1)(C)C)=O)F N-(6-(4,4-difluoropiperidin-1-yl)pyridin-2-yl)-2-(4,4-dimethyl-1,4-azasilinan-1-yl)-4-nitrobenzamide